OC1=CC=C(C=C1)C=1SC(=CN1)CNC(=O)C1=CC2=C(S(C3=C(C(N2)=O)C=CC=C3)(=O)=O)C=C1 N-((2-(4-hydroxyphenyl)thiazol-5-yl)methyl)-11-oxo-10,11-dihydrodibenzo[b,f][1,4]thiazepine-8-carboxamide 5,5-dioxide